[Si](C)(C)(C(C)(C)C)OCC1=C(C=NC=C1)C=1C=C2C=C(N=CC2=C(C1)Cl)NC(=O)[C@H]1[C@H](C1)F |r| (±)-cis-N-[6-[4-[[tert-butyl(dimethyl)silyl]oxymethyl]-3-pyridyl]-8-chloro-3-isoquinolyl]-2-fluoro-cyclopropanecarboxamide